C(C)(=O)NC1=C(CN=NCC2=CC=CC=C2)C=CC=C1 o-acetamido-azotoluene